2-[4-(2-propoxy-1-methyl-2-oxoethyl)phenoxy]-3-picolinic acid C(CC)OC(C(C)C1=CC=C(OC2=NC=CC=C2C(=O)O)C=C1)=O